NC1=NC=CC(=C1)C1=CNC=2N=CN=C(C21)NCC2=NC(=CC=C2)N2CCN(CC2)C 5-(2-aminopyridin-4-yl)-N-((6-(4-methylpiperazin-1-yl)pyridin-2-yl)methyl)-7H-pyrrolo[2,3-d]pyrimidin-4-amine